(2-(bis(4-chlorophenyl)methylene)-6-methoxy-2,3-dihydrobenzofuran-3-yl)diphenyl-phosphine oxide ClC1=CC=C(C=C1)C(=C1OC2=C(C1P(C1=CC=CC=C1)(C1=CC=CC=C1)=O)C=CC(=C2)OC)C2=CC=C(C=C2)Cl